N(=NC1(CCCCC1)C#N)C1(CCCCC1)C#N 1,1'-azodi(cyclohexane-1-carbonitrile)